N-(6-(4-hydroxy-1-methylpiperidin-4-yl)pyridin-2-yl)cyclopropanecarboxamide OC1(CCN(CC1)C)C1=CC=CC(=N1)NC(=O)C1CC1